NC1=CC(=C(CN2CCN(CC2)C(=O)OC(C)(C)C)C=C1)C(F)(F)F tert-butyl 4-(4-amino-2-(trifluoromethyl)benzyl)piperazine-1-carboxylate